Ethyl (3R)-3-[7-(difluoromethoxy)-1,4-dimethyl-1H-benzotriazol-5-yl]-3-[7-(hydroxymethyl)-1-benzothiophen-5-yl]propanoate FC(OC1=CC(=C(C2=C1N(N=N2)C)C)[C@H](CC(=O)OCC)C=2C=C(C1=C(C=CS1)C2)CO)F